C(C)(C)N/C(/OCCCC)=N/C(C)C butyl (Z)-N,N'-diisopropylcarbamimidate